tert-butyl-4-(3-(2-(methylazetidin-1-yl)-6-(trifluoromethyl) Pyrimidin-4-yl)-1,2,4-oxadiazol-5-yl)piperidine-1-carboxylate C(C)(C)(C)OC(=O)N1CCC(CC1)C1=NC(=NO1)C1=NC(=NC(=C1)C(F)(F)F)N1C(CC1)C